C(=O)NC=1C(C(=O)OCC)=CC=CC1 ethyl N-formylanthranilate